N-(4-aminocyclohexyl)-2-chloro-4-[[3-[3-(trifluoromethyl)-1H-pyrazol-4-yl]imidazo[1,2-a]pyrazin-8-yl]amino]benzamide NC1CCC(CC1)NC(C1=C(C=C(C=C1)NC=1C=2N(C=CN1)C(=CN2)C=2C(=NNC2)C(F)(F)F)Cl)=O